2-(Trimethylsilyl)ethyl-lithium sulfate S(=O)(=O)(O)O.C[Si](CC[Li])(C)C